4,5-diethoxy-1H-pyrrolo[2,3-f]quinoline-2,7,9-tricarboxylic acid C(C)OC1=C2C(=C3C(=CC(=NC3=C1OCC)C(=O)O)C(=O)O)NC(=C2)C(=O)O